C1(CCCCCC1)N1C(C2=CC=CC=C2C1)=N 2-(cycloheptyl)isoindoline-1-imine